FC(CF)C(C(COCC(C(C(CF)F)F)F)F)F 1,2-difluoroethyl-2,3-difluoropropyl ether